5-amino-1,2-dihydro-2,7-naphthyridin-1-one NC1=C2C=CNC(C2=CN=C1)=O